N,N-didodecyl-N-methylamine C(CCCCCCCCCCC)N(C)CCCCCCCCCCCC